[N+](=O)(OCN1C(C2=CC=3C(N(C(C3C=C2C1=O)=O)CCO)=O)=O)[O-] (6-(2-Hydroxyethyl)-1,3,5,7-tetraoxo-3,5,6,7-tetrahydropyrrolo[3,4-f]isoindol-2(1H)-yl)methyl nitrate